(R)-3-methyl-5-(((5-oxopyrrolidin-2-yl)methyl)amino)-8-(4-(trifluoromethyl)phenyl)pyrido[4,3-d]pyrimidin-4(3H)-one CN1C=NC2=C(C1=O)C(=NC=C2C2=CC=C(C=C2)C(F)(F)F)NC[C@@H]2NC(CC2)=O